ClC=1C(=NC=C(C1)C(F)(F)F)O[C@@H]1CN(CC1)C1=C(C#N)C=CC=C1 (S)-2-(3-(3-chloro-5-(trifluoromethyl)pyridin-2-yloxy)pyrrolidin-1-yl)benzonitrile